hafnium-titanium carbon 1-methyl-N-{[3-(methylsulfanyl)-1,2,4-triazin-6-yl]methyl}cyclopropane-1-carboxamide CC1(CC1)C(=O)NCC1=CN=C(N=N1)SC.[C].[Ti].[Hf]